N-((1r,3R)-3-((8-cyanoquinolin-5-yl)oxy)-2,2,4,4-tetramethylcyclobutyl)-4-((2R,4R)-4-(hydroxymethyl)-2-methylpiperidin-1-yl)benzamide C(#N)C=1C=CC(=C2C=CC=NC12)OC1C(C(C1(C)C)NC(C1=CC=C(C=C1)N1[C@@H](C[C@@H](CC1)CO)C)=O)(C)C